C(C)(C)(C)OC(=O)N(C(OC(C)(C)C)=O)[C@@H]1CN2C3=C(C(=C(C=C3[C@@H]1C)F)F)C=C2 tert-butyl (tert-butoxycarbonyl)((5S,6S)-8,9-difluoro-6-methyl-5,6-dihydro-4H-pyrrolo[3,2,1-ij]quinolin-5-yl)carbamate